CNC(=O)C=1SC(=C(N1)C)C(=O)NC[C@@H](C(F)(F)F)C(N[C@H]1C2=C(CN3N(C1=O)CCC3)C=CC=C2)=O N2,4-Dimethyl-N5-((R)-3,3,3-trifluoro-2-(((S)-11-oxo-2,3,10,11-tetrahydro-1H,5H-benzo[d]pyrazolo[1,2-a][1,2]diazepin-10-yl)carbamoyl)propyl)thiazole-2,5-dicarboxamide